N-(1-(4-cyanophenyl)-3-cyclopropylpropylidene)-2-methylpropane-2-sulfinamide C(#N)C1=CC=C(C=C1)C(CCC1CC1)=NS(=O)C(C)(C)C